2-benzyl-6-[[2-(3-chloro-2-pyridyl)-5-(2,2,2-trifluoroethoxy)pyrazole-3-carbonyl]amino]-5-methyl-indazole-7-carboxamide C(C1=CC=CC=C1)N1N=C2C(=C(C(=CC2=C1)C)NC(=O)C=1N(N=C(C1)OCC(F)(F)F)C1=NC=CC=C1Cl)C(=O)N